3-(5-(((1R,2S)-2-(((3,3-difluorocyclobutyl)methyl)amino)cyclohexyl)oxy)-1-oxoisoindolin-2-yl)piperidine-2,6-dione FC1(CC(C1)CN[C@@H]1[C@@H](CCCC1)OC=1C=C2CN(C(C2=CC1)=O)C1C(NC(CC1)=O)=O)F